[Si](C)(C)(C(C)(C)C)O[C@H]1[C@@H](C1)N |r| trans-rac-2-((tert-butyldimethylsilyl)oxy)cyclopropan-1-amine